3-(5-chloro-2,3-dimethylphenyl)oxetan-3-ol tert-butyl-(3R,4S)-4-(1-benzyloxycarbonylazetidin-3-yl)oxy-3-fluoro-piperidine-1-carboxylate C(C)(C)(C)C1N(CC[C@@H]([C@@H]1F)OC1CN(C1)C(=O)OCC1=CC=CC=C1)C(=O)OC1(COC1)C1=C(C(=CC(=C1)Cl)C)C